1,3,5-tris(hydroxymethyl)isocyanuric acid OCN1C(=O)N(C(=O)N(C1=O)CO)CO